C(C=C)(=O)N1[C@@H](CCC1)C1=C2C=C(N=CC2=C(C=C1)N1[C@@H]([C@H](C1)N(S(=O)(=O)C)C(C)C)C)NC1=NC(=NC=C1)N1CCC(CC1)(C)O N-((2R,3S)-1-(5-((S)-1-acryloylpyrrolidin-2-yl)-3-((2-(4-hydroxy-4-methylpiperidin-1-yl)pyrimidin-4-yl)amino)isoquinolin-8-yl)-2-methylazetidin-3-yl)-N-isopropylmethanesulfonamide